FC(C1=NN(C=C1C(=O)NC1=C2C(CC(C2=C(C=C1)F)(C)C)C)C)F 3-(difluoromethyl)-N-(7-fluoro-1,1,3-trimethyl-indan-4-yl)-1-methylpyrazole-4-carboxamide